ClC1=NC(=C2N=CN(C2=N1)C1OCCCC1)NCC=1C(NC(=CC1CC)CC)=O 3-(((2-chloro-9-(tetrahydro-2H-pyran-2-yl)-9H-purin-6-yl)amino)methyl)-4,6-diethylpyridin-2(1H)-one